OC=1C(=C(C=CC1)N1C(=O)C2C3C=CC(C2C1=O)C3)O N-(dihydroxyphenyl)-5-norbornene-2,3-dicarboximide